benzyl 4-vinylbenzoate C(=C)C1=CC=C(C(=O)OCC2=CC=CC=C2)C=C1